3-(1,4-dimethyl-1H-benzo[d][1,2,3]triazol-5-yl)-3-(3-(((R)-2-ethyl-2,3,8,9,10,11-hexahydronaphtho[2,1-f][1,4]oxazepin-4(5H)-yl)methyl)-4-methylphenyl)-2,2-dimethylpropionic acid CN1N=NC2=C1C=CC(=C2C)C(C(C(=O)O)(C)C)C2=CC(=C(C=C2)C)CN2C[C@H](OC1=C(C2)C=CC=2CCCCC21)CC